CO[C@@H](COC1=CC=C(C=C1)O)C (R)-4-(2-methoxypropoxy)phenol